methyl-3,4-methylenedioxyhydrocinnamaldehyde CC(C=O)CC1=CC2=C(C=C1)OCO2